N-(5-(((2S,4R)-4-(imidazo[1,2-a]pyridin-8-yloxy)-2-methylpyrrolidin-1-yl)methyl)thiazol-2-yl)acetamide N=1C=CN2C1C(=CC=C2)O[C@@H]2C[C@@H](N(C2)CC2=CN=C(S2)NC(C)=O)C